(+)-N-(3-chloro-2-fluorobenzyl)-2-methylpropan-2-sulfinamide ClC=1C(=C(CNS(=O)C(C)(C)C)C=CC1)F